C(CCCCCCCCC)[N+](C)(C)[O-] decaneyl-dimethyl-amine oxide